FC1=CC=C(CNC(=O)C=2N=NSC2NC(=O)NCCN2CCOCC2)C=C1 1-(4-(4-fluorobenzyl-carbamoyl)-1,2,3-thiadiazol-5-yl)-3-(2-morpholinoethyl)urea